[Si]([O-])([O-])([O-])[O-].[Ga+3].[Ba+2].[Li+] lithium barium gallium silicate